IC=1C=NN(C1)C(CC(=O)O)CCCCCC(=O)O 3-(4-iodo-1H-pyrazol-1-yl)azelaic acid